CO[C@H]1CN(C[C@@H]1NC(=O)NCCCCCCCCCCCCC)C1=CN=C(S1)C1=CC=C(C(=O)N2C[C@H]([C@@H](C2)C(=O)N[C@@H]2[C@H](C2)C2=CC=CC=C2)C(=O)N[C@@H]2[C@H](C2)C2=CC=CC=C2)C=C1 (3S,4S)-1-(4-(5-((3S,4S)-3-methoxy-4-(3-tridecylureido)pyrrolidin-1-yl)thiazol-2-yl)benzoyl)-N3,N4-bis((1S,2R)-2-phenylcyclopropyl)pyrrolidine-3,4-dicarboxamide